(Z)-1-(2-fluoro-4-(5-(4-(trifluoromethoxy)phenyl)-1,3,4-oxadiazol-2-yl)phenyl)-3-(3-(2-isopropyl-5-methylphenyl)-4-oxothiazolidin-2-ylidene)urea FC1=C(C=CC(=C1)C=1OC(=NN1)C1=CC=C(C=C1)OC(F)(F)F)NC(=O)\N=C\1/SCC(N1C1=C(C=CC(=C1)C)C(C)C)=O